[Si](C)(C)(C(C)(C)C)OCC=1C=CC2=C(N=C(O2)NC)C1 5-{[(tert-butyldimethylsilyl)oxy]methyl}-N-methyl-1,3-benzoxazol-2-amine